cobalt manganese ruthenium [Ru].[Mn].[Co]